C1CCC2=C(C=3CCCC3C=C12)NC(=O)NS(=O)(=O)Cl {[(1,2,3,5,6,7-hexahydro-s-indacen-4-yl)carbamoyl]amino}sulfonyl chloride